OCC=1C=C(C=CC1OCC1CCOCC1)S(=O)(=O)N1C(CCC2=CC(=CC=C12)C#N)C 1-((3-(hydroxymethyl)-4-((tetrahydro-2H-pyran-4-yl)methoxy)phenyl)sulfonyl)-2-methyl-1,2,3,4-tetrahydroquinoline-6-carbonitrile